[1-[(2-bromo-6-chloro-3-pyridinyl)amino]ethyl]-4-(2,2-difluoroethyl)-3-(2-hydroxyethyl)-7-methyl-pyrazolo[3,4-c]isoquinolin-5-one BrC1=NC(=CC=C1NC(C)C1=NN(C=2N(C(C=3C=C(C=CC3C21)C)=O)CC(F)F)CCO)Cl